2,2-difluoro-N-(4-(6-((R)-1-hydroxybutyl)-4-methylpyridin-3-yl)-[1,2,4]triazolo[1,5-a][1,6]naphthyridin-8-yl)cyclopropane-1-carboxamide FC1(C(C1)C(=O)NC1=NC=C2C=C(C=3N(C2=C1)N=CN3)C=3C=NC(=CC3C)[C@@H](CCC)O)F